(2S,4R)-1-((S)-2-Amino-3,3-dimethylbutyryl)-N-((R)-1-(2'-chloro-[1,1'-biphenyl]-4-yl)-2-hydroxyethyl-methyl)-4-hydroxypyrrolidine-2-carboxamide N[C@H](C(=O)N1[C@@H](C[C@H](C1)O)C(=O)NC[C@H](CO)C1=CC=C(C=C1)C1=C(C=CC=C1)Cl)C(C)(C)C